ClC=1N=C(C2=C(N1)CC[S+]2[O-])NC(C)C 2-chloro-N-isopropyl-5-oxido-6,7-dihydro-thieno[3,2-d]pyrimidin-5-ium-4-amine